(2S,4R)-1-[(2S)-2-(4-cyclopropyltriazol-1-yl)-3,3-dimethyl-butanoyl]-4-hydroxy-N-[(4-methyl-5-phenyl-1,2,4-triazol-3-yl)methyl]pyrrolidine-2-carboxamide C1(CC1)C=1N=NN(C1)[C@H](C(=O)N1[C@@H](C[C@H](C1)O)C(=O)NCC1=NN=C(N1C)C1=CC=CC=C1)C(C)(C)C